C(C)N(C(C1=C(C=CC(=C1)F)OC=1C(=NC=NC1)N1CC(C1)(CNC[C@@H]1CC[C@H](CC1)NS(=O)(=O)C)F)=O)C(C)C N-ethyl-5-fluoro-2-((4-(3-fluoro-3-((((trans-4-(methylsulfonamido)cyclohexyl)methyl)amino)methyl)azetidin-1-yl)pyrimidin-5-yl)oxy)-N-isopropylbenzamide